NC1=CC=C(OC=2C(=C(N(N)N)C=C(C2)C(C)(C)C)C(C)(C)C)C=C1 4-aminophenoxy-2,5-di-t-butylanilinediamine